C(=O)(O)C(CCN(CCCCC(=O)O)CCCCC1=NC=2NCCCC2C=C1)NC(CC(CC)CC)=O 5-[[3-carboxy-3-(3-ethylpentanoylamino)propyl]-[4-(5,6,7,8-tetrahydro-1,8-naphthyridin-2-yl)butyl]amino]pentanoic acid